2-hydroxy-1-{4-[4-(2-hydroxy-2-methylpropanoyl)-benzyl]phenyl}-2-methylpropan-1-one OC(C(=O)C1=CC=C(C=C1)CC1=CC=C(C=C1)C(C(C)(C)O)=O)(C)C